diethyl-aluminum isopropoxide CC([O-])C.C(C)[Al+]CC